3-(2-(((1-(3-(2,3-dichlorophenyl)-1H-pyrazolo[3,4-b]pyrazin-6-yl)-4-methylpiperidin-4-yl)amino)methyl)phenyl)piperidine-2,6-dione ClC1=C(C=CC=C1Cl)C1=NNC2=NC(=CN=C21)N2CCC(CC2)(C)NCC2=C(C=CC=C2)C2C(NC(CC2)=O)=O